IC1=NN(C(=C1)C=O)CCOC1OCCCC1 3-iodo-1-(2-((tetrahydro-2H-pyran-2-yl)oxy)ethyl)-1H-pyrazole-5-carbaldehyde